FC(C(=O)O)(F)F.ClC1=CC=C(C[C@H]2CO[C@H](CN2C2CCC(CC2)C2=NN(C=N2)C)CS(=O)(=O)C)C=C1 (2R,5S)-5-(4-chlorobenzyl)-4-(4-(1-methyl-1H-1,2,4-triazol-3-yl)cyclohexyl)-2-((methylsulfonyl)methyl)-morpholine 2,2,2-trifluoroacetate